3-((1S,3R)-3-((4-(1-(2,2-difluoroethyl)-1H-pyrazol-4-yl)-5-(trifluoromethyl)pyrimidin-2-yl)amino)cyclohexyl)-N,N-dimethyl-3H-imidazo[4,5-b]pyridin-6-amine FC(CN1N=CC(=C1)C1=NC(=NC=C1C(F)(F)F)N[C@H]1C[C@H](CCC1)N1C=NC=2C1=NC=C(C2)N(C)C)F